Cl.C(C)C=1C=C(C=C2C(NC(=NC12)C=1C=C2C(=CN1)SC=C2)=O)OCCCC2=CC=NC=C2 8-ethyl-6-(3-pyridin-4-yl-propoxy)-2-thieno[2,3-c]pyridin-5-yl-3H-quinazolin-4-one hydrochloride